C(C)(C)(C)C=1C=C(C=C(C1O)C(C)(C)C)CCC(=O)C(C(=O)NN)C (3-[3,5-di(tert-butyl)-4-hydroxyphenyl]propionyl)propionohydrazide